tert-butyl 4-[4-[2-[1-(6,7-dihydro-5H-pyrrolo[1,2-c]imidazol-1-yl)-2-oxo-2-(2-pyridylamino)ethyl]-7-fluoro-3-oxo-isoindolin-5-yl]phenyl]piperazine-1-carboxylate C1(=C2N(C=N1)CCC2)C(C(NC2=NC=CC=C2)=O)N2CC1=C(C=C(C=C1C2=O)C2=CC=C(C=C2)N2CCN(CC2)C(=O)OC(C)(C)C)F